5-(3-(azetidin-3-ylsulfonyl)-5-morpholinophenyl)pyrimidin-2-amine N1CC(C1)S(=O)(=O)C=1C=C(C=C(C1)N1CCOCC1)C=1C=NC(=NC1)N